4-amino-3-((4-fluorophenyl)amino)benzoic acid methyl ester COC(C1=CC(=C(C=C1)N)NC1=CC=C(C=C1)F)=O